1-(4-(difluoromethoxy)phenyl)-7-ethoxy-3-(1-methyl-2-(2-morpholinoethyl)-1H-benzo[d]imidazol-6-yl)-1,8-naphthyridin-2(1H)-one FC(OC1=CC=C(C=C1)N1C(C(=CC2=CC=C(N=C12)OCC)C=1C=CC2=C(N(C(=N2)CCN2CCOCC2)C)C1)=O)F